(((1-(4-hydroxybutyl)-1H-imidazol-4-yl)methyl)azanediyl)bis(hexane-6,1-diyl) bis(2-hexyldecanoate) C(CCCCC)C(C(=O)OCCCCCCN(CCCCCCOC(C(CCCCCCCC)CCCCCC)=O)CC=1N=CN(C1)CCCCO)CCCCCCCC